tert-butyl (2-(7-bromo-2-oxo-2H-chromen-3-yl)ethyl)carbamate BrC1=CC=C2C=C(C(OC2=C1)=O)CCNC(OC(C)(C)C)=O